C1(=CC=CC=C1)P(C1=C(C=C(C=C1)C(F)(F)F)C1=C(C=CC=C1)C#C[Si](C(C)C)(C(C)C)C(C)C)C1=CC=CC=C1 diphenyl-(5-(trifluoromethyl)-2'-((triisopropylsilyl)ethynyl)-[1,1'-biphenyl]-2-yl)phosphine